FC=1C=CC=2N(C1)C=C(N2)C2=CC=CC=C2 6-fluoro-2-phenylimidazo[1,2-a]pyridin